CC(C)(C)OC(=O)N1CC=2C(=NN(C2)C2=C(C(=CC(=C2)CC(C)C)C)C#N)C1 2-(2-Cyano-3-methyl-5-(2-methylpropyl)phenyl)-5,6-dihydro-4H-pyrrolo[4,3-c]pyrazole-5-carboxylic acid-2-methylpropan-2-yl ester